CC(C=O)C1=CC=C(C=C1)C(C)C alpha-methyl-4-(1-methylethyl)benzeneacetaldehyde